2-(4-(5-(1-oxo-5-(piperidin-1-yl)-1,3-dihydro-2H-isoindol-2-yl)-1H-benzimidazol-2-yl)phenoxy)-N-((2E)-5-phenylpent-2-en-1-yl)acetamide O=C1N(CC2=CC(=CC=C12)N1CCCCC1)C1=CC2=C(NC(=N2)C2=CC=C(OCC(=O)NC\C=C\CCC3=CC=CC=C3)C=C2)C=C1